(R)-2-((5-chloro-2-hydroxyphenyl)(1H-indol-2-yl)methyl)-6-(4-morpholinophenyl)isoindolin-1-one ClC=1C=CC(=C(C1)[C@@H](N1C(C2=CC(=CC=C2C1)C1=CC=C(C=C1)N1CCOCC1)=O)C=1NC2=CC=CC=C2C1)O